C[C@H]1[C@@H](C[C@H]([C@@H](O1)OCCCC/C=C/C(=O)SCCNC(=O)CCNC(=O)[C@@H](C(C)(C)COP(=O)([O-])OP(=O)([O-])OC[C@@H]2[C@H]([C@H]([C@@H](O2)N3C=NC4=C(N=CN=C43)N)O)OP(=O)([O-])[O-])O)O)O The molecule is an acyl-CoA(4-) obtained by deprotonation of the phosphate and diphosphate groups of oscr#7-CoA; major species at pH 7.3. It is a conjugate base of an oscr#7-CoA.